2-((3S,4R)-1-benzyl-3-(hydroxymethyl)piperidin-4-yl)-5-chlorophenol C(C1=CC=CC=C1)N1C[C@H]([C@@H](CC1)C1=C(C=C(C=C1)Cl)O)CO